4-methoxy-methyl-p-tolualdehyde COC1(CC(=C(C=C1)C)C)C=O